(4-((2-(1H-pyrazol-4-yl)ethyl)amino)-5,6-dimethylpyrimidin-2-yl)((2R,5R)-2-methyl-5-phenylmorpholino)methanone N1N=CC(=C1)CCNC1=NC(=NC(=C1C)C)C(=O)N1C[C@H](OC[C@H]1C1=CC=CC=C1)C